5-(5-(2-hydroxy-6-methyl-4-(trifluoromethyl)phenyl)-2H-[1,2,3]triazolo[4,5-b]pyridin-2-yl)-1-methylpiperidin-2-one OC1=C(C(=CC(=C1)C(F)(F)F)C)C=1C=CC=2C(N1)=NN(N2)C2CCC(N(C2)C)=O